[Cl-].C(CCCCCCCCC)(=O)OC[N+]1(CCC=C(C1)C1=NSN=C1OCCCCCC)C [5-(4-hexyloxy-1,2,5-thiadiazol-3-yl)-1-methyl-3,6-dihydro-2H-pyridin-1-ium-1-yl]methyl decanoate chloride